C(C)(=O)N1CCC(=CC1)C=1C=C(SC1)C1(CC1)C=1NC(C=2CN(CCCC2N1)C([C@@H](C1=CC(=CC=C1)C(F)(F)F)O)=O)=O (R)-2-(1-(4-(1-acetyl-1,2,3,6-tetrahydropyridin-4-yl)thiophen-2-yl)cyclopropyl)-6-(2-hydroxy-2-(3-(trifluoromethyl)phenyl)acetyl)-3,5,6,7,8,9-hexahydro-4H-pyrimido[5,4-c]azepin-4-one